3-(3-Hydroxyphenyl)-8-(1-methyl-1H-pyrazol-4-yl)-6-(4-(trifluoromethyl)phenyl)pyrido[3,4-d]pyrimidin-4(3H)-one OC=1C=C(C=CC1)N1C=NC2=C(C1=O)C=C(N=C2C=2C=NN(C2)C)C2=CC=C(C=C2)C(F)(F)F